O.CC1=CC=C(C=C1)C(=O)C=O 4-METHYLPHENYLGLYOXAL HYDRATE